Methyl (Z)-4-(5-ethoxy-2-((2-toluenesulfonylhydrazino)methyl)piperidin-1-yl)benzoate C(C)OC1CCC(N(C1)C1=CC=C(C(=O)OC)C=C1)CNNS(=O)(=O)CC1=CC=CC=C1